N-(2-(4-(4-(2,6-dioxopiperidin-3-yl)-3-fluorobenzyl)piperazin-1-yl)ethyl)-4,9-dioxo-4,9-dihydronaphtho[2,3-b]furan-2-carboxamide O=C1NC(CCC1C1=C(C=C(CN2CCN(CC2)CCNC(=O)C2=CC3=C(O2)C(C2=CC=CC=C2C3=O)=O)C=C1)F)=O